(S)-1-(3-aminopiperidin-1-yl)-2-((4-((4-fluoro-2-isopropoxyphenyl)amino)pyrido[3,2-d]pyrimidin-6-yl)oxy)ethanone N[C@@H]1CN(CCC1)C(COC=1C=CC=2N=CN=C(C2N1)NC1=C(C=C(C=C1)F)OC(C)C)=O